ClC1=CC=C(C=C1)CC(=O)N1CC2(C1)CN(C2)CC2=NC=CC=C2 2-(4-chlorophenyl)-1-(6-(pyridin-2-ylmethyl)-2,6-diazaspiro[3.3]heptan-2-yl)ethanone